N1(C=NC=C1)C=1N=C(C2=C(N1)CCC2)C(=O)N[C@@H]2CC[C@H](CC2)N2CC(CC2)(F)F 2-(imidazol-1-yl)-N-[(trans)-4-(3,3-difluoropyrrolidin-1-yl)cyclohexyl]-5H,6H,7H-cyclopenta[d]pyrimidine-4-carboxamide